(4-methylphenyl)(4-isopropyl-phenyl)iodonium hexafluorophosphate F[P-](F)(F)(F)(F)F.CC1=CC=C(C=C1)[I+]C1=CC=C(C=C1)C(C)C